C(C)C1=CC=C(OCC(=O)N(CC=2SC=CC2)C2=CC=NN2)C=C1 2-(4-ethylphenoxy)-N-(1H-pyrazol-5-yl)-N-(2-thienylmethyl)acetamide